3-methylbenzo[b]thiophene-2-carboxylic acid CC=1C2=C(SC1C(=O)O)C=CC=C2